COC(NC1=NC=C(C=C1)C1=CN=C2N1C=C(C=C2)C(N(C)C2=CC=C(C=C2)F)=O)=O N-[5-[6-[(4-fluorophenyl)-methyl-carbamoyl]imidazo[1,2-a]pyridin-3-yl]-2-pyridyl]carbamic acid methyl ester